C(C)N(C#CC)CC N,N-diethyl-propyneamine